2-acetamido-2,6-dideoxy-L-allose C(C)(=O)N[C@H](C=O)[C@@H](O)[C@@H](O)[C@@H](O)C